(S)-tert-butyl 5-amino-4-(4-((4-((4-((2-methoxyethoxy)methyl)piperidin-1-yl)methyl)benzyl)oxy)-1-oxoisoindolin-2-yl)-5-oxopentanoate NC([C@H](CCC(=O)OC(C)(C)C)N1C(C2=CC=CC(=C2C1)OCC1=CC=C(C=C1)CN1CCC(CC1)COCCOC)=O)=O